CS(=O)(=O)OS(=O)(=O)C methylsulfonyl methane-sulfonate